C(#N)C=1C=CC(=C(C1)C1=C(C(=O)NC=2SC(=NN2)C#CC2CC23CC3)C=CN=C1)OC 3-(5-cyano-2-methoxyphenyl)-N-(5-(spiro[2.2]pentan-1-ylethynyl)-1,3,4-thiadiazol-2-yl)isonicotinamide